C(=O)(OCCC(C)(OC)C)OOC(=O)OCCC(C)(OC)C Di(3-Methyl-3-Methoxybutyl) Peroxydicarbonate